bromoacetaldehyde n-propyl 2,3,4-trimethyl-2-cyclopentenyl acetal CC=1C(CC(C1C)C)OC(CBr)OCCC